N-(4-[1,1'-biphenyl]yl)-1-naphthylamine C1(=CC=C(C=C1)NC1=CC=CC2=CC=CC=C12)C1=CC=CC=C1